tetraethylammonium tetrafluoroborate F[B-](F)(F)F.C(C)[N+](CC)(CC)CC